4,5-diethylimidazole C(C)C=1N=CNC1CC